C(#N)C1(CC1)NC(C1=C(C(=CC=C1F)NC1=NOC(C1)(C(F)(F)F)C1=CC(=CC(=C1)Cl)Cl)F)=O N-(1-cyanocyclopropyl)-3-[[5-(3,5-dichlorophenyl)-5-(trifluoromethyl)-4H-isoxazol-3-yl]amino]-2,6-difluoro-benzamide